5-{2-[4-(1,2-Benzisothiazol-3-yl)piperazin-1-yl]ethyl}-3-methoxy-2-methyl-2,5,6,7-tetrahydro-4H-pyrazolo[4,3-c]pyridin-4-one S1N=C(C2=C1C=CC=C2)N2CCN(CC2)CCN2C(C=1C(CC2)=NN(C1OC)C)=O